(dimethylcarbamoyl)-2-azabicyclo[4.1.0]heptan CN(C(=O)C12NCCCC2C1)C